COC=1C(=NC(=CC1)N1CCC(CC1)OC)S(=O)(=O)N 3-methoxy-6-(4-methoxypiperidin-1-yl)pyridine-2-sulfonamide